(S)-2-fluoro-1-(3-fluorophenyl)ethyl (4-(5-acetamidopyridin-2-yl)-1-methyl-1H-1,2,3-triazol-5-yl)carbamate C(C)(=O)NC=1C=CC(=NC1)C=1N=NN(C1NC(O[C@H](CF)C1=CC(=CC=C1)F)=O)C